C1(=CC=CC=C1)N1C(C2=CC=CC=C2CC1)=O N-phenyl-3,4-dihydroisoquinolinone